3,3',5,5'-tetra-tert-butyl-4,4'-biphenol C(C)(C)(C)C=1C=C(C=C(C1C1=C(C=C(C=C1C(C)(C)C)O)C(C)(C)C)C(C)(C)C)O